7-amino-8-hydroxy-thiochroman 1,1-dioxide NC1=CC=C2CCCS(C2=C1O)(=O)=O